((1r,4r)-4-((2,5-difluorobenzyl)(methyl)amino)cyclohexyl)(3,3-dimethyl-2,3-dihydro-1H-pyrrolo[3,2-b]pyridin-1-yl)methanone FC1=C(CN(C2CCC(CC2)C(=O)N2CC(C3=NC=CC=C32)(C)C)C)C=C(C=C1)F